NC1=C(C=2C(=NC=C(C2)NC(=O)NC2CCC2)N1C1=C(C(=CC=C1C)O)C)C(=O)N 2-amino-1-(3-hydroxy-2,6-dimethylphenyl)-5-(3-cyclobutylureido)-1H-pyrrolo[2,3-b]pyridine-3-carboxamide